phenyl 4-((7-(2-amino-3-cyano-7-fluorobenzo[b]thiophen-4-yl)-6-chloro-8-fluoro-2-(((2R,7aS)-2-fluorotetrahydro-1H-pyrrolizin-7a(5H)-yl)methoxy)quinazolin-4-yl)(methyl)amino)butanoate NC1=C(C2=C(S1)C(=CC=C2C2=C(C=C1C(=NC(=NC1=C2F)OC[C@]21CCCN1C[C@@H](C2)F)N(CCCC(=O)OC2=CC=CC=C2)C)Cl)F)C#N